[Cl-].C[N+]1(CCOCC1)CCCCCC N-methyl-N-hexyl-morpholinium chloride